5-(6-(Difluoromethyl)-2-(imidazo[1,2-a]pyridin-7-yl)pyridin-3-yl)-2-(3,3,3-trifluoro-2,2-dimethylpropyl)oxazol FC(C1=CC=C(C(=N1)C1=CC=2N(C=C1)C=CN2)C2=CN=C(O2)CC(C(F)(F)F)(C)C)F